NC1=C(C(=NN1C(C)C)C1=CC=C(C=C1)C(C(=O)NC1=NOC(=C1)CC(C)(C)C)C)C(=O)N 5-Amino-1-isopropyl-3-[4-[2-[[5-(2,2-dimethylpropyl)isoxazol-3-yl]amino]-1-methyl-2-oxoethyl]phenyl]pyrazole-4-carboxamide